benzyl 2-amino-2-(3-fluoro-5-(trifluoromethoxy)phenyl)acetate NC(C(=O)OCC1=CC=CC=C1)C1=CC(=CC(=C1)OC(F)(F)F)F